C(C)(C)(C)N1C=C(C2=CC(=CC=C12)OC)Br tert-butyl-3-bromo-5-methoxy-1H-indole